5-(4-(4-chlorophenethyl)piperazin-1-yl)-3-hydroxypyridine ClC1=CC=C(CCN2CCN(CC2)C=2C=C(C=NC2)O)C=C1